2-[[1-[5-Chloro-4-[[3-(3-hydroxy-3-methyl-butyl)-1-methyl-2-oxo-benzimidazol-5-yl]amino]pyrimidin-2-yl]-4,4-difluoro-5-methyl-3-piperidyl]methyl]isoindoline-1,3-dione ClC=1C(=NC(=NC1)N1CC(C(C(C1)C)(F)F)CN1C(C2=CC=CC=C2C1=O)=O)NC1=CC2=C(N(C(N2CCC(C)(C)O)=O)C)C=C1